ClC1=NC=C(C(=N1)NCC1=CC=C(C=C1)[N+](=O)[O-])CNC1=CC(=CC(=C1)OC)OC 2-chloro-5-(((3,5-dimethoxyphenyl)amino)methyl)-N-(4-nitrobenzyl)pyrimidin-4-amine